ClC1=CN=C2C(N(C(NC2=N1)=O)C1=C(C(=CC=C1)NC1=NC=CC=C1)Cl)=O 7-chloro-3-(2-chloro-3-(pyridine-2-ylamino)phenyl)pteridine-2,4(1H,3H)-dione